5-(2-(6,7-dihydro-4H-pyrazolo[5,1-c][1,4]oxazin-3-yl)pyrazolo[5,1-b]thiazole-7-carboxamido)-6-methylnicotinic acid N1=CC(=C2COCCN21)C2=CN1C(S2)=C(C=N1)C(=O)NC=1C(=NC=C(C(=O)O)C1)C